C[C@@H]1CN(C[C@H](N1)C)C1=C(C=CC=C1)C(F)(F)F (3R,5R)-3,5-dimethyl-1-[2-(trifluoromethyl)phenyl]piperazine